BrC=1C=C(C=CC1)C1(CCC1)CC(=O)NN 2-[1-(3-bromophenyl)cyclobutyl]acetohydrazide